COC1=C2CCC(CC2=CC=C1)NCCC 5-Methoxy-N-propyl-1,2,3,4-tetrahydronaphthalene-2-amine